tert-butyl ((trans)-2-(6-bromopyridin-3-yl)cyclopropyl)carbamate BrC1=CC=C(C=N1)[C@H]1[C@@H](C1)NC(OC(C)(C)C)=O